6-bromo-2-(4-methoxybenzyl)-8-(trifluoromethyl)-3,4-dihydropyrrolo[1,2-a]pyrazin-1(2H)-one BrC1=CC(=C2N1CCN(C2=O)CC2=CC=C(C=C2)OC)C(F)(F)F